1-(1-(((2-fluorophenyl)sulfonyl)pyrrolidin-3-yl)-1,6-dihydroimidazo[4,5-d]pyrrolo[2,3-b]pyridine-2-yl)ethanol FC1=C(C=CC=C1)S(=O)(=O)N1CC(CC1)N1C(=NC=2C1=C1C(=NC2)NC=C1)C(C)O